4-iodo-5-methyl-pyridin-2-amine IC1=CC(=NC=C1C)N